5-[(1S)-1-phenylethyl]-5-azabicyclo[2.2.1]hept-2-ene C1(=CC=CC=C1)[C@H](C)N1C2C=CC(C1)C2